C(C)C1=C(C(=O)NCC2CCN(CC2)C(=O)OC(C)(C)C)C=CC(=C1)NC=1C=2N(C=CN1)C(=CN2)I tert-Butyl 4-[[[2-ethyl-4-[(3-iodoimidazo[1,2-a]pyrazin-8-yl)amino]benzoyl] amino]methyl]piperidine-1-carboxylate